1-(4-(1-((tert-butyldimethylsilyl)oxy)cyclopropyl)phenyl)ethanol tert-butyl-(R)-4-(2-methoxy-2-oxoethyl)-3-(trifluoromethyl)piperazine-1-carboxylate C(C)(C)(C)[C@H]1N(CCN(C1C(F)(F)F)CC(=O)OC)C(=O)OC(C)C1=CC=C(C=C1)C1(CC1)O[Si](C)(C)C(C)(C)C